6-((4-cyclohexylbenzyl)amino)-2-((2-(trimethylsilyl)ethoxy)methyl)isoquinolin-1(2H)-one C1(CCCCC1)C1=CC=C(CNC=2C=C3C=CN(C(C3=CC2)=O)COCC[Si](C)(C)C)C=C1